3-hydroxy-1-(4-((2-oxo-1,2-dihydroquinolin-3-yl)methyl)phenyl)cyclobutane-1-carbonitrile OC1CC(C1)(C#N)C1=CC=C(C=C1)CC=1C(NC2=CC=CC=C2C1)=O